OCCNC(=O)C1=CC2=C(N(C(=N2)NC=2SC3=C(N2)C=CC(=C3)Cl)C)C=C1 2-(6-Chloro-benzothiazol-2-ylamino)-1-methyl-1H-benzoimidazole-5-carboxylic acid (2-hydroxy-ethyl)-amide